BrC=1C=C(SC1)C(C)NC1=NC(=NC2=CC(=C(C=C12)OC)OCCCCCCCCC(=O)OC)C Methyl 9-((4-((1-(4-bromothiophen-2-yl)ethyl)amino)-6-methoxy-2-methyl-quinazolin-7-yl)oxy)nonanoate